7-(Cyclopentylethynyl)-5-(1H-pyrrolo[2,3-b]pyridin-4-yl)-1H-indazol-3-amine C1(CCCC1)C#CC=1C=C(C=C2C(=NNC12)N)C1=C2C(=NC=C1)NC=C2